CCCO The molecule is the parent member of the class of propan-1-ols that is propane in which a hydrogen of one of the methyl groups is replaced by a hydroxy group. It has a role as a protic solvent and a metabolite.